6-(3,4-dihydro-2H-pyran-6-yl)-1H-pyrazolo[3,4-b]pyridin-3-amine O1CCCC=C1C1=CC=C2C(=N1)NN=C2N